2-chloro-N-(3-(2-(2-chloropyrimidin-4-yl)acetyl)-2-fluorophenyl)-6-(trifluoromethyl)benzenesulfonamide ClC1=C(C(=CC=C1)C(F)(F)F)S(=O)(=O)NC1=C(C(=CC=C1)C(CC1=NC(=NC=C1)Cl)=O)F